IC=1C=CC(=C2C=NC(=NC12)OCC12OCC(C1)C2)N2C[C@@H](N([C@H](C2)C)C(=O)OC(C)(C)C)C tert-butyl (2S,6S)-4-[8-iodo-2-(2-oxabicyclo[2.1.1]hexan-1-ylmethoxy)quinazolin-5-yl]-2,6-dimethyl-piperazine-1-carboxylate